pyrimidine hexafluorophosphate F[P-](F)(F)(F)(F)F.N1=CN=CC=C1